N-[[6-[1-(1-Naphthyl)ethylamino]-2-pyridyl]sulfonyl]-2-(2,2,4-trimethylpyrrolidin-1-yl)pyridin-3-carboxamid C1(=CC=CC2=CC=CC=C12)C(C)NC1=CC=CC(=N1)S(=O)(=O)NC(=O)C=1C(=NC=CC1)N1C(CC(C1)C)(C)C